C(C1=CC=CC=C1)N1CCC2(CC1)NC1=CC=CC=C1C2 1'-benzylspiro[indoline-2,4'-piperidine]